(1R,5S)-8-(7-(3-hydroxynaphthalen-1-yl)-2-(((S)-1-methylpyrrolidin-2-yl)methoxy)quinazolin-4-yl)-N-(quinuclidin-3-yl)-3,8-diazabicyclo[3.2.1]octane-3-carboxamide OC=1C=C(C2=CC=CC=C2C1)C1=CC=C2C(=NC(=NC2=C1)OC[C@H]1N(CCC1)C)N1[C@H]2CN(C[C@@H]1CC2)C(=O)NC2CN1CCC2CC1